3-hydroxy-4,4'-diaminobenzilanilide OC=1C=C(C(C(=O)NC2=CC=CC=C2)(O)C2=CC=C(C=C2)N)C=CC1N